8-bromo-7-chloro-1,5-naphthyridin-2-ol BrC=1C(=CN=C2C=CC(=NC12)O)Cl